COC1=CC=C2NC=C(C[C@H](N)C(=O)O)C2=C1 5-methoxy-L-tryptophan